C(C)(C)(C)OC(=O)N(CCC=1NC(=CN1)CC(=O)O)CC1=CC(=C(C=C1)C1=CC=CC=C1)Cl 2-(2-(2-((tert-Butoxycarbonyl)((2-chloro-[1,1'-biphenyl]-4-yl)methyl)amino)ethyl)-1H-imidazol-5-yl)acetic acid